NC1=C2C(=NC=N1)N(N=C2C)[C@@H](C)C=2C(=C(C(=C(C2)Cl)F)[C@@H]2CC(NC2)=O)OCC (S)-4-(3-((S)-1-(4-amino-3-methyl-1H-pyrazolo[3,4-d]pyrimidin-1-yl)ethyl)-5-chloro-2-ethoxy-6-fluorophenyl)pyrrolidin-2-one